ClC=1C(=C(C=C(C1)Cl)NC(=O)NC1=CC(=CC=C1)OC)CO 1-(3,5-dichloro-2-hydroxymethylphenyl)-3-(3-methoxyphenyl)urea